(3R,5S)-5-(((S)-1-(4-cyanophenyl)ethyl)carbamoyl)-1-((R)-3-methyl-2-(3-(2-oxoethoxy)isoxazol-5-yl)butanoyl)pyrrolidin-3-yl-carbamic acid C(#N)C1=CC=C(C=C1)[C@H](C)NC(=O)[C@@H]1C[C@H](CN1C([C@H](C(C)C)C1=CC(=NO1)OCC=O)=O)NC(O)=O